OC(=O)C(F)(F)F.FC=1C(=C2C(=C(NC2=C(C1)C(=O)N)C)C)C(C)C=1C=NC(=CC1)C=C 5-fluoro-2,3-dimethyl-4-(1-(6-vinylpyridin-3-yl)ethyl)-1H-indole-7-carboxamide TFA salt